tert-butyl (2-(1-bromoimidazo[1,5-a]pyridin-3-yl)propan-2-yl)carbamate BrC=1N=C(N2C1C=CC=C2)C(C)(C)NC(OC(C)(C)C)=O